tert-Butyl 4-(3-(methoxycarbonyl)cyclopentane-1-carbonyl)piperazine-1-carboxylate COC(=O)C1CC(CC1)C(=O)N1CCN(CC1)C(=O)OC(C)(C)C